(5aR,5bS,7aS,8S,10aS,10bR)-5a,7a-dimethyl-2-(morpholinoamino)-5,5a,5b,6,7,7a,8,9,10,10a,10b,11-dodecahydro-4H-cyclopenta[7,8]phenanthro[2,1-d]thiazol-8-yl propionate C(CC)(=O)O[C@H]1CC[C@@H]2[C@@]1(CC[C@@H]1[C@]3(CCC=4N=C(SC4C3=CC[C@@H]21)NN2CCOCC2)C)C